FC1(CC(C1)OC=1C(N(C=C2C1N=C(N=C2N[C@H](C)C2=C(C(=CC=C2)C(F)F)F)C)C2(CC2)CF)=O)F (R)-8-(3,3-difluorocyclobutoxy)-4-((1-(3-(difluoromethyl)-2-fluorophenyl)ethyl)amino)-6-(1-(fluoromethyl)cyclopropyl)-2-methylpyrido[4,3-d]pyrimidin-7(6H)-one